Dibutyl-tin dineodecanoate C(CCCCCC(C)(C)C)(=O)[O-].C(CCCCCC(C)(C)C)(=O)[O-].C(CCC)[Sn+2]CCCC